FC1=CC=C(C=C1)CNC(=O)C=1C(=NC(=CC1C)N1CCOCC1)\C=C\C N-[(4-Fluorophenyl)methyl]-4-methyl-6-morpholin-4-yl-2-[(E)-prop-1-enyl]-pyridine-3-carboxylic acid amide